5-((5-fluoro-2-iodobenzyl)amino)-N-methyl-1-(tetrahydro-2H-pyran-2-yl)-1H-indazole-3-carboxamide FC=1C=CC(=C(CNC=2C=C3C(=NN(C3=CC2)C2OCCCC2)C(=O)NC)C1)I